1,4,7,10,13-pentaazatetradecane NCCNCCNCCNCCNC